[Zn].OC1=C(C=CC=C1)C=1SC2=C(N1)C=CC=C2 (2-(2-hydroxyphenyl)benzothiazole) zinc